N1C(=NC2=C1C=CC=C2)CNCCC=2SC=C(N2)C(=O)NCCC2=NC=CC=C2 2-{2-[(1H-1,3-Benzodiazol-2-ylmethyl)amino]ethyl}-N-[2-(pyridin-2-yl)ethyl]-1,3-thiazole-4-carboxamide